FC(OC1=CC=C(C=C1)NC(C1=C(C=CC=C1)NS(=O)(=O)C1=CC=C(C=C1)C)=O)F N-(4-(difluoromethoxy)phenyl)-2-((4-methylphenyl)sulfonamido)benzamide